C1(CC1)NC1=C(C(=O)O)C=CC(=C1)N1C=CC=2C1=NC(=CN2)C2=CC=C(C=C2)F 2-(cyclopropylamino)-4-(3-(4-fluorophenyl)-5H-pyrrolo[2,3-b]pyrazin-5-yl)benzoic acid